2,2'-(1-(2,5-dimethylfuran-3-yl)propane-1,2-diyl)bis(N-ethylhydrazine-1-thiocarboxamide) CC=1OC(=CC1C(C(C)NNC(NCC)=S)NNC(NCC)=S)C